2,7-dimethyl-3-(trifluoromethanesulfonyl-oxy)-5,7-dihydro-4H-pyrazolo[3,4-c]pyridine-6-carboxylic acid tert-butyl ester C(C)(C)(C)OC(=O)N1C(C=2C(CC1)=C(N(N2)C)OS(=O)(=O)C(F)(F)F)C